5-Fluoro-3-methoxy-2-vinyl-pyridine FC=1C=C(C(=NC1)C=C)OC